2-(3-fluoro-5-isopropyl-2-methoxyphenyl)-2-((R)-3-(methyl(4-((R)-1,2,3,4-tetrahydro-1,8-naphthyridin-2-yl)butyl)amino)pyrrolidin-1-yl)acetic acid FC=1C(=C(C=C(C1)C(C)C)C(C(=O)O)N1C[C@@H](CC1)N(CCCC[C@H]1NC2=NC=CC=C2CC1)C)OC